(5-(4-amino-5-bromoimidazo[5,1-f][1,2,4]triazin-7-yl)tetrahydro-2H-pyran-2-yl)methanol NC1=NC=NN2C1=C(N=C2C2CCC(OC2)CO)Br